N1N=C(C2=CC=CC=C12)C1=CC=C2CCN(C2=C1)C(C=C)=O 1-[6-(1H-indazol-3-yl)-2,3-dihydroindol-1-yl]prop-2-en-1-one